N-(dibenzo[B,D]furan-3-yl)dibenzo[B,D]furan-2-amine C1=CC(=CC=2OC3=C(C21)C=CC=C3)NC3=CC2=C(OC1=C2C=CC=C1)C=C3